1-(3-((tert-Butyldimethylsilyl)oxy)-3-(3,5-dimethoxy-4-methylphenyl)-2-phenethyloxypropyl)-1H-indazole-7-carboxylic acid methyl ester COC(=O)C=1C=CC=C2C=NN(C12)CC(C(C1=CC(=C(C(=C1)OC)C)OC)O[Si](C)(C)C(C)(C)C)OCCC1=CC=CC=C1